1-(3-bromo-1-iodo-5,6-dihydroimidazo[1,5-a]pyrazin-7(8H)-yl)ethanone BrC1=NC(=C2N1CCN(C2)C(C)=O)I